C1CCC/C=C\\CCCCCCCC(=O)CCC1 The molecule is a macrocycle that is cycloheptadecanone with an unsaturation at position 9 (the 9Z-stereoisomer). It has been found in African Civets. It has a role as a pheromone, a fragrance and an animal metabolite. It is a cyclic ketone and a macrocycle.